The molecule is an azaphilone that is 9,9a-dihydro-6H-furo[2,3-h]isochromene-6,8(6aH)-dione substituted by a chloro group at position 5, a 3-hydroxy-2-methylbutanoyl group at position 9, a methyl group at position 6a and a 3-methylpent-1-en-1yl group at position 3. It has been isolated from Chaetomium globosum. It has a role as a Chaetomium metabolite. It is a beta-hydroxy ketone, a gamma-lactone, an azaphilone, an enone, an organic heterotricyclic compound, an organochlorine compound and a secondary alcohol. CC[C@H](C)/C=C/C1=CC2=C(C(=O)[C@@]3([C@H](C2=CO1)[C@@H](C(=O)O3)C(=O)[C@@H](C)[C@H](C)O)C)Cl